BrC1=NN=C2N1C1=CC=CC=C1C(=N2)N2CCCC1=CC=CC=C21 bromo-5-(3,4-dihydroquinolin-1(2H)-yl)-[1,2,4]Triazolo[4,3-a]Quinazoline